3-methyl-2-(2-acetamidovinyl)benzothiazole iodide [I-].CN1C(SC2=C1C=CC=C2)C=CNC(C)=O